FC1=C(C=NC=C1)C=O 4-FLUORO-3-FORMYLPYRIDINE